(5S)-5-(hydroxymethyl)-2-pyrrolidinone OC[C@@H]1CCC(N1)=O